C(CCCCCCCCC(=O)OCCCC)(=O)OCCCC dibutyl sebacat